FC(C)(OC=1C(=NC(=NC1)N(CC1=CC=C(C=C1)OC)CC1=CC=C(C=C1)OC)OC)F 5-(1,1-difluoroethoxy)-4-methoxy-N,N-bis[(4-methoxyphenyl)methyl]pyrimidin-2-amine